OC=1C2=C(N=C(N1)C(=O)N1CCCC1)C(=CS2)C2=NC=CC=C2 (4-hydroxy-7-(pyridin-2-yl)thieno[3,2-d]pyrimidin-2-yl)(pyrrolidin-1-yl)methanone